C(C)ONC(=O)[C@H]1N2C(N([C@H](CC1)C2)OS(=O)(=O)O)=O.[NH+]2=CC=CC=C2 |r| pyridinium (2SR,5RS)-N-ethoxy-7-oxo-6-(sulfooxy)-1,6-diazabicyclo[3.2.1]octane-2-carboxamide